[F].[Tb] Terbium fluorine